CO\N=C\C1=C(C(=C(C(=C1O)C\C=C(\C=C\[C@@]1([C@H]([C@H](CC[C@H]1C)NC1COC1)C)C)/C)OC)Cl)C (E)-3-chloro-6-hydroxy-4-methoxy-2-methyl-5-((2E,4E)-3-methyl-5-((1R,2R,3S,6R)-1,2,6-trimethyl-3-(oxetan-3-ylamino)cyclohexyl)penta-2,4-dien-1-yl)benzaldehyde O-methyloxime